6-(4-((4-(1H-pyrazol-4-yl)phenyl)-amino)-quinazolin-2-yl)-N-isopropyl-1H-indole-2-carboxamide N1N=CC(=C1)C1=CC=C(C=C1)NC1=NC(=NC2=CC=CC=C12)C1=CC=C2C=C(NC2=C1)C(=O)NC(C)C